OCCC1CCC(CC1)C1=NN2C(C=C(C(=C2)OC)C(=O)NC2=NC(=CC=C2)C(F)(F)F)=C1 2-[4-(2-hydroxyethyl)cyclohexyl]-6-methoxy-N-[6-(trifluoromethyl)pyridin-2-yl]pyrazolo[1,5-a]pyridine-5-carboxamide